Z-7-tetradecene-1-ol C(CCCCC\C=C/CCCCCC)O